2-(((((2R,3S,5R)-5-(6-amino-2-fluoro-9H-purin-9-yl)-2-ethynyl-3-hydroxytetrahydrofuran-2-yl)methoxy)carbonyl)oxy)propane-1,3-diyl dinonanoate C(CCCCCCCC)(=O)OCC(COC(CCCCCCCC)=O)OC(=O)OC[C@]1(O[C@H](C[C@@H]1O)N1C2=NC(=NC(=C2N=C1)N)F)C#C